COC(=O)C=1N=C(SC1C1=CC=CC=C1)N 2-amino-5-phenyl-1,3-thiazole-4-carboxylic acid methyl ester